NC1=C(C=CC=C1)NC1CC(C1)NC(OC(C)(C)C)=O tert-butyl ((1r,3r)-3-((2-aminophenyl)amino)cyclobutyl)carbamate